2-((2r,5s)-4-(6-cyano-1-methyl-2-oxo-1,2-dihydropyrido[3,2-d]pyrimidin-4-yl)-2,5-diethylpiperazin-1-yl)-N-isopropyl-2-(4-(trifluoromethyl)phenyl)acetamide C(#N)C=1C=CC=2N(C(N=C(C2N1)N1C[C@H](N(C[C@@H]1CC)C(C(=O)NC(C)C)C1=CC=C(C=C1)C(F)(F)F)CC)=O)C